oxoadenosine O=C([C@@H]1[C@H]([C@H]([C@@H](O1)N1C=NC=2C(N)=NC=NC12)O)O)O